ethyl 1-(4-(3,3-difluorocyclobutoxy)-6-((4,4-difluorocyclohexyl)amino) pyrimidin-2-yl)-1H-pyrazole-3-carboxylate FC1(CC(C1)OC1=NC(=NC(=C1)NC1CCC(CC1)(F)F)N1N=C(C=C1)C(=O)OCC)F